C(C)(C)(C)OC(=O)N1C(CC2(CC2)CC1)C(=O)O 6-(tert-butoxycarbonyl)-6-azaspiro[2.5]octane-5-carboxylic acid